4-(2-trihydroxysilylethyl)benzenesulfonic acid O[Si](CCC1=CC=C(C=C1)S(=O)(=O)O)(O)O